C(CCC)C1=C(C=CC=C1)C1=NN2C(C=CC(=C2)NC(OC(C)(C)C)=O)=N1 tert-Butyl [2-(2-butylphenyl)[1,2,4]triazolo[1,5-a]pyridin-6-yl]carbamate